ClC1=NC(=NC=N1)NCC=1N=C2N(C=C(C=C2)C2CC2)C1 4-chloro-N-((6-cyclopropylimidazo[1,2-a]pyridin-2-yl)methyl)-1,3,5-triazin-2-amine